Cis-7-methyl-N-(3,4,5-trifluorophenyl)-2,3,3a,4,10,10a-hexahydro-1H,7H-dipyrrolo[3,4-b:3',4'-f][1,4,5]oxathiazocine-8-carboxamide 5,5-dioxide CN1C(=C2OC[C@@H]3[C@H](NS(C2=C1)(=O)=O)CNC3)C(=O)NC3=CC(=C(C(=C3)F)F)F